BrC=1SC2=C(N1)C=C(C(=C2)F)F 2-bromo-5,6-difluoro-1,3-benzothiazole